FC1=C(C=C(C=C1)C=1OC(=NN1)C=1OC=CC1)NC(C1=C(C=CC(=C1)CCCO)OC)=O N-(2-fluoro-5-(5-(furan-2-yl)-1,3,4-oxadiazol-2-yl)phenyl)-5-(3-hydroxypropyl)-2-methoxybenzamide